N(C(=O)C)[C@H]1[C@H](OCCN)O[C@@H]([C@@H]([C@@H]1O)O)CO |&1:4,11,12,13| 2-aminoethyl 2-acetamino-2-deoxy-beta-dl-galactopyranoside